(2S,3S)-1,2-epoxy-3-(tert-butoxycarbonylamino)-4-cyclohexylbutane C(C)(C)(C)OC(=O)N[C@H]([C@H]1CO1)CC1CCCCC1